COC=1C(=C(C2=C(N=C(N=C2NC)N[C@H]2CN(CC2)C)N1)C)CCO (R)-2-(7-methoxy-5-methyl-4-(methylamino)-2-((1-methylpyrrolidin-3-yl)amino)pyrido[2,3-d]pyrimidin-6-yl)ethan-1-ol